3-((4-chloro-1-methyl-1H-pyrazol-5-yl)methyl)-2-(3-(1-methyl-1H-1,2,3-triazol-4-yl)allyl)isoindolin-1-one platinum dipotassium [K].[K].[Pt].ClC=1C=NN(C1CC1N(C(C2=CC=CC=C12)=O)CC=CC=1N=NN(C1)C)C